4-((2R,4r)-4-(4-fluoro-1H-pyrazol-1-yl)-1-((5-methoxy-7-methyl-1H-indol-4-yl)methyl)piperidin-2-yl)benzoic acid FC=1C=NN(C1)[C@H]1C[C@@H](N(CC1)CC1=C2C=CNC2=C(C=C1OC)C)C1=CC=C(C(=O)O)C=C1